C1(CC1)C=1C=NN2C1N=C(C=C2NCC=2C=C(C=CC2)NC(C#CC)=O)N[C@@H]2CNC(CC2)(C)C (S)-N-(3-(((3-cyclopropyl-5-((6,6-Dimethylpiperidin-3-yl)amino)pyrazolo[1,5-a]pyrimidin-7-yl)amino)methyl)phenyl)but-2-ynamide